5-chloro-2-(2,4-dichlorophenoxy)styrene methyl-5-(2-chloro-5-methoxyphenyl)-3-(((4-nitrophenoxy)carbonyl)amino)thiophene-2-carboxylate COC(=O)C=1SC(=CC1NC(=O)OC1=CC=C(C=C1)[N+](=O)[O-])C1=C(C=CC(=C1)OC)Cl.ClC=1C=CC(=C(C=C)C1)OC1=C(C=C(C=C1)Cl)Cl